C(C)(C)(C)C1=CC=C(C(=O)O)C=C1 p-tertiary butyl-benzoic acid